tert-butyl 4-[4-(4,4,5,5-tetramethyl-1,3,2-dioxaborolan-2-yl)phenyl]piperazine-1-carboxylate CC1(OB(OC1(C)C)C1=CC=C(C=C1)N1CCN(CC1)C(=O)OC(C)(C)C)C